C(C1=CC=CC=C1)OC1=CC=C(N=N1)C1CN(CCC1=O)C(=O)OC(C)(C)C tert-butyl 3-(6-(benzyloxy)pyridazin-3-yl)-4-oxopiperidine-1-carboxylate